(R)-3-[2-[3-(1-amino-7-isoquinolinyl)-4-methyl-phenyl]ethynyl]-3-hydroxy-1-(trideuteromethyl)pyrrolidin-2-one NC1=NC=CC2=CC=C(C=C12)C=1C=C(C=CC1C)C#C[C@]1(C(N(CC1)C([2H])([2H])[2H])=O)O